6-(2-chloro-5-fluoropyrimidin-4-yl)-2-ethyl-3,4-dihydro-2H-isoquinolin-1-one ClC1=NC=C(C(=N1)C=1C=C2CCN(C(C2=CC1)=O)CC)F